1-cyclopropylazetidin-3-ol C1(CC1)N1CC(C1)O